cyclopentenyl acrylate (cyclopentaaceanthrylenyl acrylate) C1(=CC2=CC=CC=3CC4=CC=C5C(C4=C1C23)=CC=C5)C(C(=O)O)=C.C(C=C)(=O)OC5=CCCC5